N1=CC(=CC=C1)CN1N=C(C=C1)C=1C=C(C=CC1NCCNC(OC(C)(C)C)=O)C1=CC=CC=C1 tert-butyl (2-((3-(1-(pyridin-3-ylmethyl)-1H-pyrazol-3-yl)-[1,1'-biphenyl]-4-yl) amino)ethyl)carbamate